3-(5-(3-fluoro-4-((3-(1-hydroxyethyl)pyrrolidin-1-yl)methyl)pyridin-2-yl)-1-oxoisoindolin-2-yl)piperidine-2,6-dione FC=1C(=NC=CC1CN1CC(CC1)C(C)O)C=1C=C2CN(C(C2=CC1)=O)C1C(NC(CC1)=O)=O